CC1=NSC(=N1)C=1C=CC(=C(N)C1)N1CCCC1 5-(3-methyl-1,2,4-thiadiazol-5-yl)-2-(pyrrolidin-1-yl)aniline